1-(2-(2-Methoxy-6-methylphenyl)-2H-pyrazolo[4,3-c]pyridin-6-yl)-N,N-dimethylazetidine-3-sulfonamide COC1=C(C(=CC=C1)C)N1N=C2C(C=NC(=C2)N2CC(C2)S(=O)(=O)N(C)C)=C1